6-(2,2-difluorocyclopropyl)-1H-pyrazolo[3,4-b]pyridin-3-amine FC1(C(C1)C1=CC=C2C(=N1)NN=C2N)F